(cis)-4-({5-[N-(2-cyclopropyl-4-iodo-5-methylphenyl)but-2-ynamido]-1-methylpyrazolo[4,3-b]pyridin-3-yl}oxy)-1-methylcyclohexane-1-carboxylic acid C1(CC1)C1=C(C=C(C(=C1)I)C)N(C(C#CC)=O)C1=CC=C2C(=N1)C(=NN2C)OC2CCC(CC2)(C(=O)O)C